ClC=1C(=NC(=NC1)NC1CCOCC1)C1=CC=C2CN(C(C2=C1)=O)CC(=O)NC(C)C=1C(=NN(C1)C)C 2-(6-{5-chloro-2-[(oxacyclohex-4-yl)amino]pyrimidin-4-yl}-1-oxo-2,3-dihydro-1H-isoindol-2-yl)-N-[1-(1,3-dimethyl-1H-pyrazol-4-yl)ethyl]acetamide